4-bromo-2-cyclopropyl-5-methylaniline BrC1=CC(=C(N)C=C1C)C1CC1